C[C@@H]1N(CCN(C1)C)C(C(=O)OC)C methyl 2-((S)-2,4-dimethylpiperazin-1-yl)propanoate